benzo[B]pyrrole N1C2=C(C=C1)C=CC=C2